CC=1C=C(C=CC1)N(C1=CC2=CC=C(C=C2C=C1)\C=C\C1=CC=NC=C1)C1=CC(=CC=C1)C N,N-bis(3-methylphenyl)-6-[(1E)-2-(pyridin-4-yl)ethenyl]naphthalen-2-amine